(2R,3S,5R)-N-(3-(N-(2-aminoethyl)sulfamoyl)phenyl)-3-(3,4-difluoro-2-methoxyphenyl)-5-methyl-5-(trifluoromethyl)tetrahydrothiophene-2-carboxamide NCCNS(=O)(=O)C=1C=C(C=CC1)NC(=O)[C@@H]1S[C@](C[C@H]1C1=C(C(=C(C=C1)F)F)OC)(C(F)(F)F)C